4-((1-phenylpropyl-2,2,3,3,3-d5)amino)quinoline-3-carbonitrile C1(=CC=CC=C1)C(C(C([2H])([2H])[2H])([2H])[2H])NC1=C(C=NC2=CC=CC=C12)C#N